C(C)O[Si]1(N(CCC1)CC=C)OCC 2,2-diethoxy-N-allyl-1-aza-2-silacyclopentane